(4-(benzyloxy)phenyl)-6-(1,2,3,6-tetrahydropyridin-4-yl)-9H-purine C(C1=CC=CC=C1)OC1=CC=C(C=C1)C1=NC(=C2N=CNC2=N1)C=1CCNCC1